3-(9-((4-(aminomethyl)-2-hydroxyphenyl)carbamoyl)-4,5-dihydrobenzo[b]thieno[2,3-d]oxepin-8-yl)-6-(propylcarbamoyl)picolinic acid NCC1=CC(=C(C=C1)NC(=O)C1=CC2=C(OCCC3=C2SC=C3)C=C1C=1C(=NC(=CC1)C(NCCC)=O)C(=O)O)O